C(C)OC(=O)C1CCC(CC1)OC1=NC(=NC=C1)Cl 4-((2-chloropyrimidin-4-yl)oxy)cyclohexane-1-carboxylic acid ethyl ester